N-(2-cyclopropyl-4-iodo-5-methylphenyl)-5-methoxy-N-{6-methyl-7-oxo-5H-pyrrolo[3,4-b]pyridin-2-yl}pent-2-ynamide C1(CC1)C1=C(C=C(C(=C1)I)C)N(C(C#CCCOC)=O)C1=CC=C2C(=N1)C(N(C2)C)=O